ClC1=CC=NC=2C(CCCC12)F 4-chloro-8-fluoro-5,6,7,8-tetrahydroquinoline